N1=CC(=CC=C1)C1=NC(=CC(=N1)NC1=NC=CC(=C1)OC(F)(F)F)N1CCC2(CCCNC2)CC1 2-(pyridin-3-yl)-6-(2,9-diazaspiro[5.5]undecan-9-yl)-N-(4-(trifluoromethoxy)pyridin-2-yl)pyrimidin-4-amine